CC1=CC=C(C=C1)S(=O)(=O)NCC1=CC=C(OC2CN(C2)C=2C(=C(C(=O)OC)C=CC2)N2C=CC=C2)C=C1 Methyl 3-(3-(4-(((4-methylphenyl)sulfonamido)methyl) phenoxy)azetidin-1-yl)-2-(1H-pyrrol-1-yl)benzoate